(2S)-2-[[(2S)-2-(1H-benzimidazole-2-carbonylamino)-4-methyl-pentanoyl]amino]-3-[(3S)-2-oxopyrrolidin-3-yl]propanoate N1C(=NC2=C1C=CC=C2)C(=O)N[C@H](C(=O)N[C@H](C(=O)[O-])C[C@H]2C(NCC2)=O)CC(C)C